2-hydroxy-4-(2-hydroxy-3-methacryloyloxy-propoxy)benzophenone OC1=C(C(=O)C2=CC=CC=C2)C=CC(=C1)OCC(COC(C(=C)C)=O)O